N-(4-(1,2,3,6-tetrahydropyridin-4-yl)phenyl)-4,6-dihydro-5H-pyrrolo[3,4-d]thiazole-5-carboxamide hydrochloride Cl.N1CCC(=CC1)C1=CC=C(C=C1)NC(=O)N1CC=2N=CSC2C1